Methyl-α-carbomethoxy-p-methoxycinnamat COC(C(=CC1=CC=C(C=C1)OC)C(=O)OC)=O